COC=1C=C2NCCN(C2=CC1)S(=O)(=O)C1=CC=CC=C1 6-methoxy-1-benzenesulfonyl-1,2,3,4-tetrahydroquinoxaline